FC(C1(CC1)C1=NC=CC=C1)(F)F 2-(1-(trifluoromethyl)cyclopropyl)pyridin